rac-trans-6-(3-((benzyloxy)methyl)-4-ethyl-5-oxo-4,5-dihydro-1H-1,2,4-triazol-1-yl)-7-fluoro-4-isopropyl-2-(2-methylcyclohexyl)isoquinolin-1(2H)-one C(C1=CC=CC=C1)OCC1=NN(C(N1CC)=O)C=1C=C2C(=CN(C(C2=CC1F)=O)[C@H]1[C@@H](CCCC1)C)C(C)C |r|